C(C=C)(=O)OCCCCCCCCCCCCCCCCCCC (octadecyl)-methyl acrylate